3-(7-(2-(cycloheptylamino)-2-oxoethoxy)naphthalen-2-yl)-3-(6-methyl-2,3-dihydrobenzofuran-5-yl)propanoic acid C1(CCCCCC1)NC(COC1=CC=C2C=CC(=CC2=C1)C(CC(=O)O)C=1C(=CC2=C(CCO2)C1)C)=O